(3-((5-bromo-2-chloropyrimidin-4-yl)amino)-1,8-naphthyridin-4-yl)dimethylphosphine oxide BrC=1C(=NC(=NC1)Cl)NC=1C=NC2=NC=CC=C2C1P(C)(C)=O